CC\C=C/C\C=C/C\C=C/CCCCCCCCC (Z,Z,Z)-3,6,9-Nonadecatriene